6-(1H-indazol-6-yl)-N2-[2-(3-methylpyrazol-1-yl)ethyl]-1,3,5-triazine-2,4-diamine N1N=CC2=CC=C(C=C12)C1=NC(=NC(=N1)NCCN1N=C(C=C1)C)N